N-dodecylpyridinium acetate C(C)(=O)[O-].C(CCCCCCCCCCC)[N+]1=CC=CC=C1